4-(4-chlorophenyl)-6-(4-(2-methoxyphenyl)piperazin-1-yl)-2-(pyridin-3-yl)pyrimidine ClC1=CC=C(C=C1)C1=NC(=NC(=C1)N1CCN(CC1)C1=C(C=CC=C1)OC)C=1C=NC=CC1